C(CCC)[C@@]1(CS(C2=C([C@H](N1O)C1=CC=CC=C1)C=C(C(=C2)O)O)(=O)=O)CC (3R,5R)-3-butyl-3-ethyl-2,3,4,5-tetrahydro-5-phenyl-1,4-benzothiazepine-4,7,8-triol 1,1-dioxide